tert-butyl N-[4-(8-bromocinnolin-5-yl)-1-oxo-1,4-thiazinan-1-yl]carbamate BrC=1C=CC(=C2C=CN=NC12)N1CCS(CC1)(=O)NC(OC(C)(C)C)=O